(R)-2-(4,5-dichloro-6-oxopyridazin-1(6H)-yl)-N-(1,1-dioxido-3,4,5,6-tetrahydro-2H-benzo[g][1,2,6]thiadiazocin-9-yl)propanamide ClC=1C=NN(C(C1Cl)=O)[C@@H](C(=O)NC1=CC2=C(NCCCNS2(=O)=O)C=C1)C